F[C@@H]1[C@@H](O[C@@]([C@H]1OC(C1=CC=CC=C1)(C1=CC=CC=C1)C1=CC=C(C=C1)OC)(CO)CF)N1C(NC(C=C1)=O)=O 1-[(2R,3S,4R,5R)-3-fluoro-5-(fluoromethyl)-5-(hydroxymethyl)-4-[(4-methoxyphenyl)diphenylmethoxy]oxolan-2-yl]-3H-pyrimidine-2,4-dione